[Co+2].N1=C(C=CC=C1)C1=NC=CC=C1.N1=C(C=CC=C1)C1=NC=CC=C1 di-2,2'-bipyridyl cobalt (II)